O1C(=CC=C1)CN(C(OC(C)(C)C)=O)C=1C2=C(N=NC1)C(=CS2)C tert-butyl N-(furan-2-ylmethyl)-N-{7-methylthieno[3,2-c]pyridazin-4-yl}carbamate